COCC=1C=NC(=NC1)N1CCC(CC1)[C@@H]1[C@@H](C1)CO ((1R,2R)-2-(1-(5-(methoxymethyl)pyrimidin-2-yl)piperidin-4-yl)cyclopropyl)methanol